(2-carboxyethyl)-2,3,3-trimethyl-5-sulfo-3H-indol-1-ium iodide [I-].C(=O)(O)CC[N+]1=C(C(C2=CC(=CC=C12)S(=O)(=O)O)(C)C)C